CC(C1=CC=CC=C1)SSC1=NC=CC=C1 methyl-alpha-(2-pyridyl-dithio)toluene